NC=1N=CC2=CC(=C3C(=C2C1)CN(C3=O)C)C3=C(C(=CC=C3C)O)C 8-amino-4-(3-hydroxy-2,6-dimethylphenyl)-2-methyl-1H-pyrrolo[3,4-f]isoquinolin-3-one